2,6-dimethylhepta-2,5-dienoic acid CC(C(=O)O)=CCC=C(C)C